N1(CCNCCCN(CCNCCC1)CC(=O)O)CC(=O)O 1,4,8,11-Tetraazacyclotetradecane-1,8-diacetic acid